C(C)C1=CC=C(C=C1)NC(=S)N N-(4-ethylphenyl)thiourea